2-(2-(Dimethylamino)ethoxy)-5-methyl-N-(1-(naphthalen-1-yl)cyclopropyl)isonicotinamide CN(CCOC=1C=C(C(=O)NC2(CC2)C2=CC=CC3=CC=CC=C23)C(=CN1)C)C